4-(7-bromo-2-(methylsulfonyl)pyrazolo[1,5-a][1,3,5]triazin-4-yl)morpholine BrC1=NN2C(N=C(N=C2N2CCOCC2)S(=O)(=O)C)=C1